BrC1=CC=C(C=C1)C1=NSC(=C1)N 3-(4-bromophenyl)isothiazol-5-amine